ClCCCC(CCCCl)=NS(=O)C(C)(C)C N-(1,7-dichloroheptan-4-ylidene)-2-methylpropane-2-sulfinamide